C(C)[C@]12N(C=3C(=NN=C(C3)C3=C(C(=CC=C3)F)OC)N(C1)C(=O)OC(C)(C)C)C[C@@H](C2)O tert-Butyl (6aR,8R)-6a-ethyl-2-(3-fluoro-2-methoxyphenyl)-8-hydroxy-6a,7,8,9-tetrahydropyrrolo[1',2':4,5]pyrazino[2,3-c]pyridazine-5(6H)-carboxylate